C(N)(OC1=C(C(=CC=C1)CN1N=CC2=C(C1=O)N(C1=C2CCN(C1)C(C)=O)C)C(C)(C)C)=O (tert-butyl 3-((7-acetyl-5-methyl-4-oxo-4,5,6,7,8,9-hexahydro-3H-pyrido[4',3':4,5]pyrrolo[2,3-d]pyridazin-3-yl) methyl) phenyl) carbamate